C1(=CC=CC=C1)C(CC(S(=O)(=O)C1=CC=C(C=C1)OC)C1=CC=CC=C1)=O 1,3-diphenyl-3-p-methoxybenzenesulfonyl-1-propanone